ClC1=CC(=C(C=C1)C(NS(=O)C(C)(C)C)C1=CC=C(C=C1)F)OC N-((4-chloro-2-methoxyphenyl)(4-fluorophenyl)methyl)-2-methylpropane-2-sulfinamide